5-chlorodispiro[pyrrolo[2,3-c]pyridine-3,1'-cyclohexane-4',2''-[1,3]dioxolan]-2(1H)-one ClC=1C=C2C(=CN1)NC(C21CCC2(OCCO2)CC1)=O